Cl.C1N(CC2C1CNC2)C(=O)C2=C(C(=CC=C2)C)C (hexahydropyrrolo[3,4-c]pyrrol-2(1H)-yl)(2,3-dimethylphenyl)methanone hydrochloride